OCC1C2CCN(CC12)C(=O)OC(C)(C)C trans-tert-butyl 7-(hydroxymethyl)-3-azabicyclo[4.1.0]heptane-3-carboxylate